FC(C1=C(N=C(C=2N1N=CN2)N2[C@H](CC2)C(F)(F)F)C=2C=NN(C2)C2CN(C2)C(=O)OC(C)(C)C)(F)F tert-butyl 3-[4-[5-(trifluoromethyl)-8-[(2R)-2-(trifluoromethyl)azetidin-1-yl]-[1,2,4]triazolo[1,5-a]pyrazin-6-yl]pyrazol-1-yl]azetidine-1-carboxylate